N-(2-Chloro-3-{(4S)-2-imino-4-methyl-1-[(2R*,4R*)-2-methyl-tetrahydropyran-4-yl]-6-oxo-hexahydropyrimidin-4-yl}phenyl)-2-methoxypyridine-3-carboxamide trifluoroacetic acid salt FC(C(=O)O)(F)F.ClC1=C(C=CC=C1[C@]1(NC(N(C(C1)=O)[C@H]1C[C@H](OCC1)C)=N)C)NC(=O)C=1C(=NC=CC1)OC |o1:21,23|